N-(4,5-Dimethylthiazol-2(3H)-yliden)-2,2,3,3-tetra-methylcyclopropan-1-carboxamid CC=1NC(SC1C)=NC(=O)C1C(C1(C)C)(C)C